2-((E)-((E)-3-bromo-4-((E)-3-(3-chlorophenyl)acryloyloxy)-5-methoxybenzylidene)amino)-3-methylpentanoic acid BrC=1C=C(\C=N\C(C(=O)O)C(CC)C)C=C(C1OC(\C=C\C1=CC(=CC=C1)Cl)=O)OC